N-(2-carboxyethyl)-2-methylpropionamidine C(=O)(O)CCNC(C(C)C)=N